C(C1=CC=CC=C1)(=O)N\C(=N/C=1C(=NC(=CC1C=O)Cl)Cl)\SC Methyl (E)-N-benzoyl-N'-(2,6-dichloro-4-formylpyridin-3-yl)carbamimidothioate